FC=1C=C(C=C(C1)OC)C[C@H](C)N1C(=NC2=C1C=CC=1CCN(CC21)C(=O)OC)N2CCC(CC2)C(=O)O 1-{3-[(2S)-1-(3-fluoro-5-methoxyphenyl)propan-2-yl]-8-(methoxycarbonyl)-3H,6H,7H,8H,9H-imidazo[4,5-h]isoquinolin-2-yl}piperidine-4-carboxylic acid